CC1=C(C(=O)P(C2=C(C=C(C=C2)OCCCCC)OCCCCC)(C(C2=C(C=C(C=C2C)C)C)=O)=O)C(=CC(=C1)C)C bis(2,4,6-trimethylbenzoyl)(2,4-dipentoxyPhenyl)phosphine oxide